ClC1=CC=C(CNC(=O)NC2=CC=C(C=C2)CN2C3CC3CC2=O)C=C1 1-(4-chlorobenzyl)-3-(4-((3-oxo-2-azabicyclo[3.1.0]hexan-2-yl)methyl)phenyl)urea